N1=C(C=CC=C1)C1N(CCC1)C1=NC=CC=C1C(=O)N 2-[2-(2-pyridyl)pyrrolidin-1-yl]pyridine-3-carboxamide